trans-2-methyl-2-butenyl acrylate C(C=C)(=O)OCC(=CC)C